(2R)-1-(benzyloxy)-1-oxopropan-2-yl (2S)-2-[[(tert-butoxy)carbonyl](methyl)amino]-3-cyclopropyl-propanoate C(C)(C)(C)OC(=O)N([C@H](C(=O)O[C@@H](C(=O)OCC1=CC=CC=C1)C)CC1CC1)C